NC=1N=C(NC(C1)=O)N1CCCC1 4-amino-2-pyrrolidin-1-yl-1H-pyrimidin-6-one